The molecule is a member of the class of benzothiazoles that is 1,3-benzothiazole in which the hydrogen at position 2 has been replaced by a 5-fluoro-2-hydroxyphenyl group. It is a member of monofluorobenzenes, a member of benzothiazoles and a fluorophenol. C1=CC=C2C(=C1)N=C(S2)C3=C(C=CC(=C3)F)O